FC1(C(C2=C(NN=C2C(F)(F)F)C1)O)F 5,5-difluoro-3-(trifluoromethyl)-1H,4H,5H,6H-cyclopenta[c]pyrazol-4-ol